C(C1=CC=CC=C1)OC(=O)N1CCNC([C@@H](C1)NC1=NC=2C(=CC=CC2C=2N1N=C(N2)C=2C=NN(C2)C(C)C)F)=O (6R)-6-({7-fluoro-2-[1-(propan-2-yl)-1H-pyrazol-4-yl][1,2,4]triazolo[1,5-c]quinazolin-5-yl}amino)-5-oxo-1,4-diazepan-1-carboxylic acid benzyl ester